ClC1=C(C=C(C=C1)NC(=O)N[C@@H](C)C1=NC=CN=C1C1=NC=CC=N1)C(F)(F)F 1-[4-chloro-3-(trifluoromethyl)phenyl]-3-[(1S)-1-(3-pyrimidin-2-ylpyrazin-2-yl)ethyl]urea